azetidin-1-yl-5-bromo-6-methylpyrimidine N1(CCC1)C1=NC(=C(C=N1)Br)C